C1(CC1)C=1OC2=C(C1C(=O)O)C=C(C=C2)OCC2=NC=CC=C2 2-cyclopropyl-5-(pyridin-2-ylmethoxy)benzofuran-3-carboxylic acid